ClCCSC1=CC=CC2=C(C=CC=C12)SCCCl 1,5-bis(β-chloroethylthio)naphthalene